Methyl (((cis-3-(2-amino-6-methoxy-9H-purin-9-yl)cyclobutyl)methoxy)(2-(isobutyrylthio)ethoxy)phosphoryl)-L-alaninate NC1=NC(=C2N=CN(C2=N1)[C@H]1C[C@H](C1)COP(=O)(OCCSC(C(C)C)=O)N[C@@H](C)C(=O)OC)OC